C(C)(C)C=1C(=NN(C1NC(CC(C)(C)C)=O)C)C1=CC=C(C=C1)OC(F)(F)F N-(4-isopropyl-1-methyl-3-(4-(trifluoromethoxy)phenyl)-1H-pyrazol-5-yl)-3,3-dimethylbutanamide